sodium bis(4-tert-butylphenoxy) phosphate P(=O)(OOC1=CC=C(C=C1)C(C)(C)C)(OOC1=CC=C(C=C1)C(C)(C)C)[O-].[Na+]